Dimethylaminopropyl-hexahydrotriazine CN(C)CCCN1NNCCC1